C1CCC2=C(C=3CCCC3C=C12)NC(=O)NS(=O)(=O)C=1OC=C(C1)CN1CC(C1)O N-((1,2,3,5,6,7-hexahydro-s-indacen-4-yl)carbamoyl)-4-((3-hydroxyazetidin-1-yl)methyl)furan-2-sulfonamide